C(C)(C)(C)OC(C(CC)N1C(C=C(C(=C1)OC)C1=C(C=CC(=C1)Cl)N1N=NC(=C1)C(F)(F)F)=O)=O 2-[4-{5-chloro-2-[4-(trifluoromethyl)-1H-1,2,3-triazol-1-yl]phenyl}-5-methoxy-2-oxopyridin-1(2H)-yl]butanoic acid tert-butyl ester